NC=1C(=NC(=C(N1)N1N=CC=N1)C=1C=CC=2N(C1)C(=CN2)C)C(=O)NCCOC 3-amino-N-(2-methoxyethyl)-6-(3-methylimidazo[1,2-a]pyridin-6-yl)-5-(2H-1,2,3-triazol-2-yl)pyrazine-2-carboxamide